Sodium Phosphite P([O-])([O-])[O-].[Na+].[Na+].[Na+]